2-tert-butyl-9,10-bis(naphthalen-2-yl)anthracene C(C)(C)(C)C1=CC2=C(C3=CC=CC=C3C(=C2C=C1)C1=CC2=CC=CC=C2C=C1)C1=CC2=CC=CC=C2C=C1